C(CCC)OC([C@@H](NC(C)=O)CS)=O N-acetylcysteine butyl ester